BrC1=C(C2C=CC1N2C(=O)OC(C)(C)C)C(=O)OC 7-(tert-butyl) 2-methyl 3-bromo-7-azabicyclo[2.2.1]hepta-2,5-diene-2,7-dicarboxylate